FC(OC1=CC=CC2=CN[C@H]3C=4N(C(=C21)C3)C3=C(N4)C=CC(=C3)C3=CC=C(C=C3)S(=O)(=N)C)F (7R,14R)-1-(difluoromethoxy)-11-[4-(S-methylsulfonimidoyl)phenyl]-6,7-dihydro-7,14-methanobenzimidazo[1,2-b][2,5]benzodiazocin